NC=1C=C2CC(N(C2=CC1)C(=O)OC(C)(C)C)C1=CC=CC=C1 tert-Butyl 5-amino-2-phenyl-2,3-dihydro-1H-indole-1-carboxylate